(R)-2-(((1R,3s,5S)-8-oxabicyclo[3.2.1]oct-3-yl)oxy)-2-(5-fluoro-2-methoxyphenyl)ethan-1-ol methyl-4-amino-1-(2,6-dichloro-4-ethoxyphenyl)-6-oxo-1,6-dihydropyrimidine-5-carboxylate CC=1N(C(C(=C(N1)N)C(=O)OC[C@@H](C1=C(C=CC(=C1)F)OC)OC1C[C@H]2CC[C@@H](C1)O2)=O)C2=C(C=C(C=C2Cl)OCC)Cl